N1=C(C=CC2=CC=CC=C12)C=O quinolineAl